cis-3-amino-N-(3-methoxyphenyl)cyclopentanecarboxamide N[C@H]1C[C@H](CC1)C(=O)NC1=CC(=CC=C1)OC